(1R,3S,5R)-2-(2-(6-amino-9H-purin-9-yl)acetyl)-N-(5-hydroxy-3,3-dimethylcyclohexyl)-2-azabicyclo[3.1.0]hexane-3-carboxamide NC1=C2N=CN(C2=NC=N1)CC(=O)N1[C@@H]2C[C@@H]2C[C@H]1C(=O)NC1CC(CC(C1)O)(C)C